FC(C1=NN=C(O1)C1=CC(=C(CN2N=NC(=C2)C=2C=C(C=CC2)N2CCN(CC2)C(CC)=O)C=C1)F)F 1-(4-(3-(1-(4-(5-(difluoromethyl)-1,3,4-oxadiazol-2-yl)-2-fluorobenzyl)-1H-1,2,3-triazol-4-yl)phenyl)piperazin-1-yl)propan-1-one